2-(3-(3-amino-4-(7H-pyrrolo[2,3-d]pyrimidin-4-yl)-1H-pyrazol-1-yl)-1-((2,2,2-trifluoroethyl)sulfonyl)azetidin-3-yl)acetonitrile NC1=NN(C=C1C=1C2=C(N=CN1)NC=C2)C2(CN(C2)S(=O)(=O)CC(F)(F)F)CC#N